1,8-diformylcarbazole C(=O)C1=CC=CC=2C3=CC=CC(=C3NC12)C=O